5-((S)-1-((2S,4R)-4-hydroxy-2-((4-(4-methylthiazol-5-yl) benzyl) carbamoyl) pyrrolidin-1-yl)-3,3-dimethyl-1-oxobutan-2-yl) glutarate C(CCCC(=O)O[C@H](C(=O)N1[C@@H](C[C@H](C1)O)C(NCC1=CC=C(C=C1)C1=C(N=CS1)C)=O)C(C)(C)C)(=O)[O-]